4-oxobut-2-yn-1-yl-benzamide O=CC#CCC1=C(C(=O)N)C=CC=C1